NC[C@H](CNS(=O)(=O)C=1C(=C(C(=CC1)N1CC(OCC1)CO)C=1N=NNN1)S(=O)(=O)N)O N1-((R)-3-amino-2-hydroxypropyl)-4-(2-(hydroxymethyl)morpholino)-3-(2H-tetrazol-5-yl)benzene-1,2-disulfonamide